Cl.CC1=C(C(=CC(=C1)S(N[C@H](C)C1CCNCC1)(=O)=O)C)NC(C1=CC=CC=C1)=O (R)-N-(2,6-dimethyl-4-(N-(1-(piperidin-4-yl)ethyl)sulfamoyl)phenyl)benzamide hydrochloride